N1-(2-((2S*,4R*)-2-(Aminomethyl)-5-chloro-2-phenyl-2,3-dihydrobenzofuran-4-yl)-3-fluorophenyl)ethane-1,2-diamine NC[C@@]1(OC2=C(C1)C(=C(C=C2)Cl)C2=C(C=CC=C2F)NCCN)C2=CC=CC=C2 |o1:2|